BrC1=C(C(=NN1CC1CC1)C)CCl 5-bromo-4-(chloromethyl)-1-(cyclopropylmethyl)-3-methyl-1H-pyrazole